C(C)C=1C(OC[C@H](N1)C1=CC=CC=C1)=O (R)-3-ethyl-5-phenyl-5,6-dihydro-2H-1,4-oxazin-2-one